ClC1=C(C=CC(=C1)Cl)B(O)O 2,4-dichlorobenzeneboronic acid